C(C=C)(=O)N1C[C@@H]2COC3=C(C(N2CC1)=O)C(=NC(=C3Cl)C3=C(C=CC=C3O)F)N3C(CCC3=O)(C)C (6aR)-8-acryloyl-4-chloro-1-(2,2-dimethyl-5-oxopyrrolidin-1-yl)-3-(2-fluoro-6-hydroxyphenyl)-6,6a,7,8,9,10-hexahydro-12H-pyrazino[2,1-c]pyrido[3,4-f][1,4]oxazepin-12-one